4-[4-(3-Ethyl-5-piperazin-1-yl-2-pyridinyl)-1-piperidinyl]-1,6-dimethyl-pyrazolo[3,4-b]pyridine C(C)C=1C(=NC=C(C1)N1CCNCC1)C1CCN(CC1)C1=C2C(=NC(=C1)C)N(N=C2)C